ClC1=NC(=NC(=N1)C1=CC=CC=C1)C1=CC2=C(OC3=C2C=CC(=C3)C3=CC=CC=C3)C=C1 2-Chloro-4-phenyl-6-(7-phenyldibenzo[b,d]furan-2-yl)-1,3,5-triazine